COC1=CC=C(C=N1)OB(O)O 6-methoxypyridine-3-yl-boric acid